C(#N)N1CCC(CC1)N1N=NC(=C1C)C=1C=C(C=2N(C1)N=CC2C#N)OC(C)C=2C=NC=C(C2)C(F)F 6-[1-(1-Cyano-4-piperidyl)-5-methyl-triazol-4-yl]-4-[1-[5-(difluoromethyl)-3-pyridyl]ethoxy]pyrazolo[1,5-a]pyridine-3-carbonitrile